diphenyl-(methane) diisocyanate [N-]=C=O.[N-]=C=O.C1(=CC=CC=C1)CC1=CC=CC=C1